C(C)C1=CC=C(C=C1)C1=NNC(=N1)C1=CC=C(C=C1)C1=CC=CC=C1 (4-Ethylphenyl)-5-(4-biphenylyl)-1,2,4-triazole